N(=[N+]=[N-])C1=CC(=C(C(=O)NCC(=O)O)C=C1)C(F)(F)F (4-Azido-2-(trifluoromethyl)benzoyl)glycine